CN(C1C(CCCC1)N)C N,N-dimethyl-1,2-diaminocyclohexane